O-methyladenosine-3'-phosphorothioate P(O)(O)(=S)O[C@H]1[C@H]([C@@H](O[C@@H]1CO)N1C=NC=2C(N)=NC=NC12)OC